(2-(2-methyl-2H-pyrazolo[3,4-b]pyridin-5-yl)-3-phenylpyrido[3,4-b]pyrazin-7-yl)(1-piperidinyl)methanone CN1N=C2N=CC(=CC2=C1)C=1N=C2C(=NC1C1=CC=CC=C1)C=NC(=C2)C(=O)N2CCCCC2